2-(4-methylbenzyl)-1,2-oxazinan-3-one CC1=CC=C(CN2OCCCC2=O)C=C1